5-[4-amino-5-(trifluoromethyl)-pyrrolo[2,1-f][1,2,4]triazin-7-yl]-N-[(3R,4S)-1-{5H,6H,7H-cyclopenta[b]pyridin-5-yl}-4-fluoropyrrolidin-3-yl]-2-methoxypyridine-3-carboxamide NC1=NC=NN2C1=C(C=C2C=2C=C(C(=NC2)OC)C(=O)N[C@@H]2CN(C[C@@H]2F)C2CCC1=NC=CC=C12)C(F)(F)F